dimethyl-6-(propan-2-yl)pyrimidin CC1=NC(=NC(=C1)C(C)C)C